N-[4-(6,7-dimethoxyquinolin-4-yloxy)-3-fluorophenyl]-7-(4-fluorophenyl)pyrazolo[1,5-a]pyrimidine-5-carboxamide COC=1C=C2C(=CC=NC2=CC1OC)OC1=C(C=C(C=C1)NC(=O)C1=NC=2N(C(=C1)C1=CC=C(C=C1)F)N=CC2)F